C(C)N(S(=O)(=O)C1=CC=C(C=C1)S(=O)(=O)N1C[C@@H](CCC1)C(=O)NC1CCC(CC1)OC)CC (R)-1-((4-(N,N-diethylsulfamoyl)phenyl)sulfonyl)-N-((1r,4R)-4-methoxycyclohexyl)piperidine-3-carboxamide